The molecule is a member of the class of pterocarpans that is (6aR,11aR)-pterocarpan substituted by hydroxy groups at positions 3 and 9 and a prenyl group at position 10. CC(=CCC1=C(C=CC2=C1O[C@@H]3[C@H]2COC4=C3C=CC(=C4)O)O)C